tert-Butyl 3-((3-chloro-4-fluorophenyl)carbamoyl)-2-(5-hydroxy-octahydropentalen-2-yl)-5,6-dihydroimidazo[1,2-a]pyrazine-7(8H)-carboxylate ClC=1C=C(C=CC1F)NC(=O)C1=C(N=C2N1CCN(C2)C(=O)OC(C)(C)C)C2CC1CC(CC1C2)O